O1CCC(CC1)CN1CCC2(CCN(CC2)S(=O)(=O)C=2C=CC(=NC2)N2C(OCC2)=O)CC1 (5-((9-((Tetrahydro-2H-pyran-4-yl)methyl)-3,9-diazaspiro[5.5]undecan-3-yl)sulfonyl)pyridin-2-yl)oxazolidin-2-one